N1=C(C=CC=C1NC=1SC=NN1)C1=NC=CC=C1 N-([2,2'-bipyridyl]-6-yl)-1,3,4-thiadiazol-2-amine